FC(OC1=NC=CC(=C1)C(C)NC(=O)NC1CC2(CC2)C1)F 1-[1-(2-difluoromethoxy-pyridin-4-yl)-ethyl]-3-spiro[2.3]hex-5-yl-urea